(R)-2-chloro-N-(5-chloro-6-(4-((R)-1-hydroxyethyl)-2H-1,2,3-triazol-2-yl)pyridin-3-yl)-8-methyl-8-(trifluoromethyl)-7,8-dihydro-6H-pyrazolo[1,5-a]pyrrolo[2,3-e]pyrimidine-6-carboxamide ClC1=NN2C(N=CC3=C2[C@@](CN3C(=O)NC=3C=NC(=C(C3)Cl)N3N=CC(=N3)[C@@H](C)O)(C(F)(F)F)C)=C1